5-methyl-1H-indazole-4-amine CC1=C(C=2C=NNC2C=C1)N